C(C)C1=C(C2=C(C=3C(=NNC3C=C2)F)CCC1)C1=CC=C(C=C1)N1CCC(CC1)CN1CCN(CC1)C=1C=C2CN(C(C2=CC1)=O)[C@@H]1C(NC(CC1)=O)=O (S)-3-(5-(4-((1-(4-(7-ethyl-1-fluoro-3,8,9,10-tetrahydrocyclohepta[e]indazol-6-yl)phenyl)piperidin-4-yl)methyl)piperazin-1-yl)-1-oxoisoindolin-2-yl)piperidine-2,6-dione